3-iodobenzoic acid cyanomethyl ester C(#N)COC(C1=CC(=CC=C1)I)=O